N-(8-azabicyclo[3.2.1]octan-3-yl)-2-(1H-imidazol-1-yl)isonicotinamide C12CC(CC(CC1)N2)NC(C2=CC(=NC=C2)N2C=NC=C2)=O